COC1=C(C=C(C(=O)Cl)C=C1)OC(F)(F)F 4-methoxy-3-(trifluoromethoxy)-benzoyl chloride